[NH4+].NCC(=O)O Glycine Monoammonium